3-(2-bromo-3-(1,4-benzodioxane-6-yl)anilino)benzisothiazole BrC1=C(NC2=NSC3=C2C=CC=C3)C=CC=C1C1=CC3=C(OCCO3)C=C1